tert-butyl-((1s,3s)-3-((difluoromethoxy)methyl)cyclobutoxy)dimethylsilane C(C)(C)(C)[Si](C)(C)OC1CC(C1)COC(F)F